N[C@@H](C(=O)N[C@H]1CC[C@@]2([C@H]3CC[C@@]4([C@H](CC[C@@]4([C@@H]3CC[C@@H]2C1)O)C=1COC(C1)=O)C)C)C (R)-2-amino-N-((3S,5R,8R,9S,10S,13R,14S,17R)-14-hydroxy-10,13-dimethyl-17-(5-oxo-2,5-dihydrofuran-3-yl)hexadecahydro-1H-cyclopenta[a]phenanthren-3-yl)propanamide